[C@@H]12OC[C@@H](N(C1)C1CCN(CC1)C1=C(C=C(C(=C1)OC)NC1=NC=NC(=C1)N1OCC[C@@H]1CC1=C(C(=CC=C1)Cl)Cl)NC(C=C)=O)C2 N-(2-(4-((1S,4S)-2-oxa-5-azabicyclo[2.2.1]heptane-5-yl)piperidine-1-yl)-5-((6-((S)-3-(2,3-dichlorobenzyl)isoxazolidine-2-yl)pyrimidine-4-yl)amino)-4-methoxy-phenyl)acrylamide